((2R,3S,4R,5S)-3,4-dihydroxy-5-(1-(1-methyl-1H-imidazol-2-yl)-2,4-dioxo-1,2,3,4-tetrahydropyrimidin-5-yl) tetrahydrofuran-2-yl) triphosphate O(P([O-])(=O)OP(=O)([O-])OP(=O)([O-])[O-])[C@H]1O[C@H]([C@@H]([C@@H]1O)O)C=1C(NC(N(C1)C=1N(C=CN1)C)=O)=O